O(C1=CC=CC=C1)C(=O)C1C2C=CC(C1)C2=O 5-phenoxycarbonyl-7-oxo-bicyclo[2.2.1]Hept-2-ene